C1(CC1)C1=NN(C=N1)C1CC2(CN(C2)C(=O)N2CCC(CC2)OC2=CC(=CC=C2)F)C1 [6-(3-cyclopropyl-1,2,4-triazol-1-yl)-2-azaspiro[3.3]heptan-2-yl]-[4-(3-fluorophenoxy)-1-piperidinyl]methanone